FC(C=1NC2=CC=CC=C2C(N1)=O)(F)F 2-(trifluoromethyl)quinazolin-4(1H)-one